ClC=1NN(C(=CC1)Cl)CCC1=NC(=NO1)C 3,6-dichloro-N-[2-(3-methyl-1,2,4-oxadiazol-5-yl)ethyl]pyridazine